tetraethyl ((4-(bis(2-hydroxyethyl)amino)butanamido)-methylene)bis(phosphonate) OCCN(CCCC(=O)NC(P(OCC)(OCC)=O)P(OCC)(OCC)=O)CCO